ClC=1C(N(C(=CC1OC([2H])C1=NC=C(C=C1F)F)C)C1=CC(=NC=C1C)C1=NC(=NC=C1)C(C)(C)O)=O (M)-3-chloro-4-((3,5-difluoropyridin-2-yl)methoxy-d)-2'-(2-(2-hydroxypropan-2-yl)pyrimidin-4-yl)-5',6-dimethyl-2H-[1,4'-bipyridin]-2-one